tert.-Butyl-8-{[2-(4-isopropylphenyl)imidazo[1,2-a]-pyridin-3-yl]methyl}-3,8-diazabicyclo[3.2.1]octan-3-carboxylat C(C)(C)(C)OC(=O)N1CC2CCC(C1)N2CC2=C(N=C1N2C=CC=C1)C1=CC=C(C=C1)C(C)C